2-fluoro-N-isopentylbenzamide FC1=C(C(=O)NCCC(C)C)C=CC=C1